N[C@@H](C(=O)N1CC2(CCN3N=C(C=C32)C=3C=NC(=C(C3)C(F)(F)F)N)C1)C (2R)-2-amino-1-{2'-[6-amino-5-(trifluoromethyl)pyridin-3-yl]-5',6'-dihydrospiro[azetidine-3,4'-pyrrolo[1,2-b]pyrazol]-1-yl}propan-1-one